N-formyl-N,N'-dimethylethylenediamine C(=O)N(CCNC)C